P(O)(O)OC1=C(C=C(C=C1C(C)(C)C)C)C(C)(C)C 4-methyl-2,6-di-tert-butylphenol phosphite